COC=1C=C(C=CC1OC)CCSC1=CC=C(C=O)C=C1 4-(3,4-dimethoxyphenylethyl)mercaptobenzaldehyde